3-[5-[3-[[(3S)-4-benzoyl-3-methyl-piperazin-1-yl]methyl]-5-chloro-2-methyl-anilino]-1,3,4-oxadiazol-2-yl]propionitrile C(C1=CC=CC=C1)(=O)N1[C@H](CN(CC1)CC=1C(=C(NC2=NN=C(O2)CCC#N)C=C(C1)Cl)C)C